ClC1=CC(=C(COC2=CC=CC(=N2)C2=CC(=C(CC3=NC4=C(N3C[C@H]3OCC3)C=CC=C4)C=C2F)F)C=C1)F (S)-2-(4-(6-(4-Chloro-2-fluorobenzyloxy)pyridin-2-yl)-2,5-difluorobenzyl)-1-(oxetan-2-ylmethyl)-1H-benzo[d]imidazol